C=CC(CC)=O 1-pentene-3-one